3-Amino-4-(7-fluoro-1H-indazol-4-yl)-6,7-dimethyl-1H-1,8-naphthyridin-2-one NC=1C(NC2=NC(=C(C=C2C1C1=C2C=NNC2=C(C=C1)F)C)C)=O